COC[C@H](C)N1C(C=2N(C=3N(C(C2C1)=O)N=C(C3)C)CC(=O)OCC)=O ethyl {6-[(2S)-1-methoxypropan-2-yl]-2-methyl-5,8-dioxo-5,6,7,8-tetrahydro-4H-pyrazolo[1,5-a]pyrrolo[3,4-d]pyrimidin-4-yl}acetate